C(C)OC1=CC=C(C=C1)N1[C@@H]2CC([C@H](C1)CC21CCCCC1)=O (1R,4S)-2-(4-ethoxyphenyl)-2-azaspiro[bicyclo[2.2.2]octane-7,1'-cyclohexan]-5-one